N[C@@H](CC(=O)OC)CC1=C(C=C(C(=C1)F)F)F methyl R-3-amino-4-(2,4,5-trifluorophenyl)butanoate